1-(4-(3-bromopropyloxy)phenyl)-3-(2-thiophenyl)-2-propen-1-one BrCCCOC1=CC=C(C=C1)C(C=CC=1SC=CC1)=O